(2S,4S)-4-(4-fluorophenyl)-1-((4-phenoxybutyryl)glycyl)pyrrolidine-2-carboxylic acid FC1=CC=C(C=C1)[C@@H]1C[C@H](N(C1)C(CNC(CCCOC1=CC=CC=C1)=O)=O)C(=O)O